methyl-(S)-1-(3-cyano-2-methylpropyl)-1H-pyrrole ethyl-2-(2-((5-(3-cyano-5-(1-methylpiperidin-4-yl)phenyl)-1-isopropyl-1H-indazol-3-yl)methoxy)phenyl)acetate C(C)OC(CC1=C(C=CC=C1)OCC1=NN(C2=CC=C(C=C12)C1=CC(=CC(=C1)C1CCN(CC1)C)C#N)C(C)C)=O.CC=1N(C=CC1)C[C@H](CC#N)C